cetyl sulfosuccinate disodium salt [Na+].[Na+].S(=O)(=O)(O)C(C(=O)OCCCCCCCCCCCCCCCC)CC(=O)[O-].C(CCCCCCCCCCCCCCC)OC(C(CC(=O)[O-])S(=O)(=O)O)=O